(S)-(5-(1,5-dimethyl-1H-pyrazol-4-yl)-1,3,4-oxadiazol-2-yl)(4-(7-methylpyrazolo[1,5-a]pyridin-2-yl)-6,7-dihydro-1H-imidazo[4,5-c]pyridin-5(4H)-yl)methanone CN1N=CC(=C1C)C1=NN=C(O1)C(=O)N1[C@@H](C2=C(CC1)NC=N2)C2=NN1C(C=CC=C1C)=C2